2-(4-fluoropiperidin-4-yl)-5-methoxy-1,3-benzoxazole FC1(CCNCC1)C=1OC2=C(N1)C=C(C=C2)OC